[Si](C)(C)(C(C)(C)C)O[C@H]1[C@@H](C1)N trans-2-((tert-butyldimethylsilyl)oxy)cyclopropylamine